8-phenyl-tetracyclo[4.4.0.12,5.17,10]-dodeca-3-ene C1(=CC=CC=C1)C1C2C3C4C=CC(C3C(C1)C2)C4